ethyl 6-ethenyl-5-methylpyridine-2-carboxylate C(=C)C1=C(C=CC(=N1)C(=O)OCC)C